CC=1N=CN(C1)C=1C=C(N)C=C(C1)C(F)(F)F 3-[4-methyl-1H-imidazolyl]-5-trifluoromethyl-aniline